NC\C=C(\CN1C2=NC=NC(=C2N(C1=O)C)C=1C=C(C=CC1)S(=O)(=O)NC1CC1)/F (Z)-3-(9-(4-amino-2-fluoro-but-2-en-1-yl)-7-methyl-8-oxo-8,9-dihydro-7H-purin-6-yl)-N-cyclopropylbenzenesulfonamide